C(CCCCCCCCCCCCCCCCCCCCCCCCCCCCC)(=O)OCCCCCCCC\C=C/C\C=C/CCCCC linoleyl triacontanoate